(2S,4R)-1-((S)-2-(2-aminoacetamido)-3,3-dimethylbutanoyl)-4-hydroxy-N-((S)-1-(4-(4-methylthiazol-5-yl)phenyl)ethyl)pyrrolidine-2-carboxamide NCC(=O)N[C@H](C(=O)N1[C@@H](C[C@H](C1)O)C(=O)N[C@@H](C)C1=CC=C(C=C1)C1=C(N=CS1)C)C(C)(C)C